C12(C3C4C5C3C1C5C24)C24C5C1C3C5C4C3C12 cubanyl-(pentacyclo[4.2.0.02,5.03,8.04,7]octane)